7-((6-((3aR,6aR)-hexahydropyrrolo[3,4-b]pyrrol-1(2H)-yl)-4-methylpyridin-2-yl)amino)-4-(1-methyl-1H-pyrrolo[2,3-b]pyridin-4-yl)-2,3-dihydro-1H-pyrrolo[3,4-c]pyridin-1-one N1([C@@H]2[C@H](CC1)CNC2)C2=CC(=CC(=N2)NC=2C1=C(C(=NC2)C2=C3C(=NC=C2)N(C=C3)C)CNC1=O)C